C(C1=CC=CC=C1)OC1=CC=CC(=N1)C1=CCN(CC1)C(=O)OC(C)(C)C tert-butyl 6-(benzyloxy)-5',6'-dihydro-[2,4'-bipyridine]-1'(2'H)-carboxylate